FC(C(=O)O)(F)F.NCC(CC=1N(C(NN1)=O)C1=NC=C(N=C1)Br)=C(F)F [2-(aminomethyl)-3,3-difluoro-allyl]-4-(5-bromopyrazin-2-yl)-1,2,4-triazol-3-one trifluoroacetate salt